[Pd](Cl)Cl.C(C)(C)(C)P(C1=CC=CC=C1)C(C)(C)C.C(C)(C)(C)P(C1=CC=CC=C1)C(C)(C)C bis(di-tert-butylphenylphosphine) palladium (II) chloride